methyl 4-bromo-5-chloro-2-(thiazol-4-yl)-2,3-dihydrobenzofuran-2-carboxylate BrC1=C(C=CC2=C1CC(O2)(C(=O)OC)C=2N=CSC2)Cl